4-chloro-2-methyl-6-{[(1r,4r)-4-(trifluoromethyl)cyclohexyl]oxy}-pyrimidine ClC1=NC(=NC(=C1)OC1CCC(CC1)C(F)(F)F)C